N-(5-(2,4-dichlorophenyl)thiazolo[5,4-b]pyridin-2-yl)-5-(2-methoxyphenyl)pyridazine-4-carboxamide 2-hydroxy-2-(1-methylethoxy)-ethyl-benzoate OC(COC(C1=CC=CC=C1)=O)OC(C)C.ClC1=C(C=CC(=C1)Cl)C1=CC=C2C(=N1)SC(=N2)NC(=O)C2=CN=NC=C2C2=C(C=CC=C2)OC